C(C1=CC=CC=C1)OC(=O)N1C(CN(CC1)C)C 2,4-dimethylpiperazine-1-carboxylic acid benzyl ester